N-phenyl-3-(M-tolyl)-1H-pyrazole-5-carboxamide C1(=CC=CC=C1)NC(=O)C1=CC(=NN1)C=1C=C(C=CC1)C